4-hydroxyhexanal OC(CCC=O)CC